NCC1=CC=CC(=N1)N1C[C@@H](N([C@H](C1)C)C(=O)OC(C)(C)C)C tert-butyl (2S,6S)-4-(6-(aminomethyl)pyridin-2-yl)-2,6-dimethylpiperazine-1-carboxylate